3-(5-(1-benzyl-1,2,3,6-tetrahydropyridin-4-yl)-4-methoxy-1-oxoisoindolin-2-yl)piperidine-2,6-dione C(C1=CC=CC=C1)N1CCC(=CC1)C=1C(=C2CN(C(C2=CC1)=O)C1C(NC(CC1)=O)=O)OC